(R)-N-(5-((6-(3-(3-((3-hydroxy-phenyl)ethynyl)-phenyl)isoxazolidin-2-yl)pyrimidin-4-yl)amino)-4-methoxy-2-(4-methylpiperazin-1-yl)phenyl)acryl-amide OC=1C=C(C=CC1)C#CC=1C=C(C=CC1)[C@@H]1N(OCC1)C1=CC(=NC=N1)NC=1C(=CC(=C(C1)NC(C=C)=O)N1CCN(CC1)C)OC